7-fluoro-1-hydroxy-1,3-dihydrobenzo[c][1,2]oxaborole-6-carboxylic acid FC1=C(C=CC2=C1B(OC2)O)C(=O)O